C[Si]1(CCN(CC1)C1=C(C(=O)NC2=NC(=CC=C2)OC[C@H](C(F)(F)F)O)C(=CC(=C1)NS(=O)(=O)CCO)F)C (R)-2-(4,4-dimethyl-1,4-azasilinan-1-yl)-6-fluoro-4-((2-hydroxyethyl)sulfonamido)-N-(6-(3,3,3-trifluoro-2-hydroxypropoxy)pyridin-2-yl)benzamide